1-(7-azaspiro[3.5]nonan-2-yl)piperidin C1C(CC12CCNCC2)N2CCCCC2